4-(5-(2,6-dimethylphenoxy)-1-methyl-2-oxo-1,2-dihydropyridin-4-yl)-2-(4-fluorophenyl)-6-methyl-1,6-dihydro-7H-pyrrolo[2,3-c]pyridin-7-one CC1=C(OC=2C(=CC(N(C2)C)=O)C=2C3=C(C(N(C2)C)=O)NC(=C3)C3=CC=C(C=C3)F)C(=CC=C1)C